COC(CCCCC1(CN(CCN(C1)CC1=CC=CC=C1)CC1=CC=CC=C1)[N+](=O)[O-])=O 5-(1,4-Dibenzyl-6-nitro-[1,4]diazepan-6-yl)-pentanoic acid methyl ester